COC1=C(C(=CC=C1)OC)N1CCNCC1 1-(2,6-Dimethoxyphenyl)piperazine